5'-bromo-1,1':3',1''-terphenyl BrC=1C=C(C=C(C1)C1=CC=CC=C1)C1=CC=CC=C1